O1C(=CC=C1)CSC[C@H](N)C(=O)OCC ethyl S-(furan-2-ylmethyl)-L-cysteinate